ClC1=CC(=C(C=C1)[Se][Se]C1=C(C=C(C=C1)Cl)F)F bis-(4-chloro-2-fluorophenyl) diselenide